C(=CC1=CC=CC=C1)[Si](OC)(OC)C styryl-(methyl)dimethoxysilane